N-((1R)-1-cyclohexyl-2-(2-methyl-1,3-dioxo-4-phenyl-2,8-diazaspiro[4.5]decan-8-yl)-2-oxoethyl)-2-fluoro-5-(trifluoromethyl)benzamide C1(CCCCC1)[C@H](C(=O)N1CCC2(C(C(N(C2=O)C)=O)C2=CC=CC=C2)CC1)NC(C1=C(C=CC(=C1)C(F)(F)F)F)=O